C1N(CC12CCC2)CCC=2C(=CC(N(C2)C(C(=O)O)CC(C)C)=O)C(F)(F)F 2-(5-(2-(2-azaspiro[3.3]heptan-2-yl)ethyl)-2-oxo-4-(trifluoromethyl)pyridin-1(2H)-yl)-4-methylpentanoic acid